NCCC1=CC(=C(N)C=C1)C 4-(2-aminoethyl)-2-methylaniline